4-fluoro-7-nitro-1H-indole FC1=C2C=CNC2=C(C=C1)[N+](=O)[O-]